N'-(4-(3-((3-bromobenzyl)oxy)oxetan-3-yl)-2,5-dimethylphenyl)-N-ethyl-N-methylformimidamide BrC=1C=C(COC2(COC2)C2=CC(=C(C=C2C)N=CN(C)CC)C)C=CC1